N1CC(C1)OC(=O)C=1SC=C(C1)C=1C=NC2=CC=C(C=C2C1)C=1N=CNC1C1=NC(=CC=C1)C.C(#C)C1=CC=C2C(=CNC2=C1)CN1CCOCC1 4-((6-ethynyl-1H-indol-3-yl)methyl)morpholine azetidin-3-yl-4-[6-[5-(6-methyl-2-pyridyl)-1H-imidazol-4-yl]-3-quinolyl]thiophene-2-carboxylate